(4-cyanophenyl)-N-ethyl-5-phenylAzole-4-carboxamide C(#N)C1=CC=C(C=C1)C=1NC(=C(C1)C(=O)NCC)C1=CC=CC=C1